FC=1C=CC(=C(C1)[C@@H](C)O)N1N=CC=C1 (R)-1-[5-fluoro-2-(1H-pyrazol-1-yl)phenyl]ethan-1-ol